O1C(COCC1)COC=1C=NC=CC1C1=C(C=2C(NCCC2N1)=O)NC1=C(C(=CC=C1)F)CC 2-(3-{[1,4-Dioxan-2-yl]methoxy}pyridin-4-yl)-3-(2-ethyl-3-fluoroanilino)-1,5,6,7-tetrahydro-4H-pyrrolo[3,2-c]pyridin-4-one